FC1=C(C=C2CCN(CC2)C=2N=C3C(=NC2C=2C=NN(C2)C)CN(CC3)C(C)=O)C=CC(=C1)F 1-(2-(4-(2,4-difluorobenzylidene)piperidin-1-yl)-3-(1-methyl-1H-pyrazol-4-yl)-7,8-dihydropyrido[3,4-b]pyrazin-6(5H)-yl)ethan-1-one